CC=1N(C(NN1)=O)C=1C=NC(=CC1)OC=1C=CC2=C(C1)C1(CCC1)OC2 5-methyl-4-[6-(3H-spiro[2-benzofuran-1,1'-cyclobutan]-6-yloxy)pyridin-3-yl]-2,4-dihydro-3H-1,2,4-triazol-3-one